CC(CC1=CC=CC=C1)(CC(C)C)NC(=O)C1=CC=2OCCN(C2N=C1)C N-(2,4-dimethyl-1-phenylpentan-2-yl)-4-methyl-3,4-dihydro-2H-pyrido[3,2-b][1,4]oxazine-7-carboxamide